5-thiophenedimethanol S1C(=CC=C1CO)CO